2-[[5-[3-[[1-[(3-aminophenyl)methylsulfonyl]-4-piperidyl]-methyl-amino]phenyl]-2-tert-butoxycarbonyl-4-chloro-3-thienyl]oxy]acetic acid NC=1C=C(C=CC1)CS(=O)(=O)N1CCC(CC1)N(C=1C=C(C=CC1)C1=C(C(=C(S1)C(=O)OC(C)(C)C)OCC(=O)O)Cl)C